O=C1N(CCC(N1)=O)C=1C=CCC2C1NCC=N2 8-(2,4-dioxotetrahydropyrimidine-1(2H)-yl)-1,2,4a,5-tetrahydrobenzo[b]pyrazine